phenylmethanesulfonate C1(=CC=CC=C1)CS(=O)(=O)[O-]